(Z)-((But-2-ene-1-oxy)methyl)benzene C(\C=C/C)OCC1=CC=CC=C1